4-((2-(benzyloxy)ethyl)sulfonamido)-N-(2-(4,4-difluoropiperidin-1-yl)-6-methylpyrimidin-4-yl)-2-(6-azaspiro[2.5]octan-6-yl)benzamide C(C1=CC=CC=C1)OCCS(=O)(=O)NC1=CC(=C(C(=O)NC2=NC(=NC(=C2)C)N2CCC(CC2)(F)F)C=C1)N1CCC2(CC2)CC1